(3R)-3-amino-5-[[4-[(2-fluorophenyl)methoxy]phenyl]methyl]-7-[5-(1-methyl-1-methylsulfonyl-ethyl)-1,3,4-oxadiazol-2-yl]-1,1-dioxo-2,3-dihydro-1λ6,5-benzothiazepine-4-One N[C@H]1CS(C2=C(N(C1=O)CC1=CC=C(C=C1)OCC1=C(C=CC=C1)F)C=C(C=C2)C=2OC(=NN2)C(C)(S(=O)(=O)C)C)(=O)=O